C1(CC1)[C@H](C)N1C(C2=C(C=C(C=C2C1)C1=C(N=C(S1)NC(=O)NC)C)C(C)(C)O)=O (S)-1-(5-(2-(1-cyclopropylethyl)-7-(2-hydroxypropan-2-yl)-1-oxoisoindolin-5-yl)-4-methylthiazol-2-yl)-3-methylurea